5-(piperazin-1-yl)-1,3,4-thiadiazol-2(3H)-one hydrochloride Cl.N1(CCNCC1)C1=NNC(S1)=O